hydrogen muconate C(\C=C\C=C\C(=O)[O-])(=O)O